6-chloro-1,1-dimethylfuro[3,4-c]pyridin-3(1H)-one ClC1=CC2=C(C=N1)C(OC2(C)C)=O